(2R,3S,4S,5R)-3-(3,4-difluoro-2-methoxyphenyl)-4-methoxy-5-methyl-5-(trifluoromethyl)tetrahydrofuran-2-carboxylic acid FC=1C(=C(C=CC1F)[C@@H]1[C@@H](O[C@]([C@H]1OC)(C(F)(F)F)C)C(=O)O)OC